2-(3-aminomethyl-(phenoxy)ethyl)piperidine-1-carboxylic acid tert-butyl ester C(C)(C)(C)OC(=O)N1C(CCCC1)CCOC1=CC(=CC=C1)CN